Cl.O=C1NC2=CC=CC=C2C(=C1)N1CCC(CCC1)CNS(=O)(=O)N N-((1-(2-oxo-1,2-dihydroquinolin-4-yl)azepan-4-yl)methyl)sulfamide hydrochloride